Dimethyl 3-((4-(hydroxymethyl)benzyl)oxy)phthalate OCC1=CC=C(COC2=C(C(C(=O)OC)=CC=C2)C(=O)OC)C=C1